NC1=CC=CC(=N1)S(=O)(=O)NC(=O)C=1C(=NC(=C(C1)C)C1=CC=C(C=C1)OCC)N1C(CC(C1)C)(C)C N-[(6-Amino-2-pyridyl)sulfonyl]-6-(4-ethoxyphenyl)-5-methyl-2-(2,2,4-trimethylpyrrolidin-1-yl)pyridin-3-carboxamid